3-(4-chlorophenoxy)-1,2-propane-diol ClC1=CC=C(OCC(CO)O)C=C1